(2s,5s)-trans-furanol oxide O1[C@]2(C(C=C1)O2)O